COC(=O)C1=CN(C2=NC=CC(=C21)CC2=CC=C(C=C2)C(F)(F)F)CCF 1-(2-fluoroethyl)-4-[[4-(trifluoromethyl)phenyl]methyl]pyrrolo[2,3-b]pyridine-3-carboxylic acid methyl ester